FC(C1=CC=C(C=C1)C1=CC=C(C=C1)C(F)(F)F)(F)F 4,4'-bis(trifluoromethyl)-1,1'-biphenyl